N-{3-[6-({6-[(1S,4S)-2,5-diazabicyclo[2.2.1]heptan-2-yl]pyridin-2-yl}amino)-[1,3]thiazolo[5,4-c]pyridin-2-yl]phenyl}methanesulfonamide [C@@H]12N(C[C@@H](NC1)C2)C2=CC=CC(=N2)NC2=CC1=C(C=N2)SC(=N1)C=1C=C(C=CC1)NS(=O)(=O)C